4-(4-fluorophenyl)-2-(4-hydroxyphenylethyl)isoindoline-1,3-dione FC1=CC=C(C=C1)C1=C2C(N(C(C2=CC=C1)=O)CCC1=CC=C(C=C1)O)=O